C(=O)(C=C)NC(C)(C)CS(=O)(=O)[O-].[Na+] sodium acroyldimethyltaurate